C[C@@H]1C[C@@H]([C@@]2([C@@H]([C@@]1(C)C[C@@H](C3=CC(=O)OC3)OC(=O)C)[C@@H](CC[C@]24CO4)OC(=O)C)COC(=O)C)OC(=O)C The molecule is a diterpene lactone isolated from the whole plants of Ajuga ciliata. It has a role as a plant metabolite. It is a butenolide, an acetate ester, a diterpene lactone and a spiro-epoxide.